NC1=NC(=CC(=N1)N1[C@@H](COCCC1)C=1C=C(C=CC1Cl)NS(=O)(=O)C)C |r| (+-)-N-(3-(4-(2-amino-6-methylpyrimidin-4-yl)-1,4-oxazepan-3-yl)-4-chlorophenyl)methanesulfonamide